[Au](Cl)(Cl)Cl.C1(=CC=CC=C1)P(C1=CC=CC=C1)C1=CC=CC=C1 (triphenylphosphine) Gold chloride